ClC=1C=C(C=CC1Cl)C=1N=C(SC1SC(C)C)N1N=C(C(=C1C(=O)O)C=1C=NC=C(C1)OC)C 1-(4-(3,4-dichlorophenyl)-5-(isopropylthio)thiazol-2-yl)-4-(5-methoxypyridin-3-yl)-3-methyl-1H-pyrazole-5-carboxylic acid